14-((N-Hexanoyl-N-methylglycyl)oxy)-1,15-bis(hexylthio)-8-oxopentadecan-2-yl decan-oate C(CCCCCCCCC)(=O)OC(CSCCCCCC)CCCCCC(CCCCCC(CSCCCCCC)OC(CN(C)C(CCCCC)=O)=O)=O